ClC1=CC=C(C=C1)N1C(=NN=C1C)[C@@H]1CC[C@H](CC1)OC1=NC=C(C=C1)C Trans-2-((4-(4-(4-chlorophenyl)-5-methyl-4H-1,2,4-triazol-3-yl)cyclohexyl)oxy)-5-methylpyridine